C(C)OC1=CC=C(C=N1)C1=CN=CC(=N1)C(=O)N/N=C/C1=C(C=CC(=C1)OC(C)C)F (E)-6-(6-ethoxypyridin-3-yl)-N'-(2-fluoro-5-isopropoxybenzylidene)pyrazine-2-carbohydrazide